N,N',N''-triphenyl-N,N',N''-tris(9-phenylcarbazole-3-yl)benzene-1,3,5-Triamine C1(=CC=CC=C1)N(C1=CC(=CC(=C1)N(C=1C=CC=2N(C3=CC=CC=C3C2C1)C1=CC=CC=C1)C1=CC=CC=C1)N(C=1C=CC=2N(C3=CC=CC=C3C2C1)C1=CC=CC=C1)C1=CC=CC=C1)C=1C=CC=2N(C3=CC=CC=C3C2C1)C1=CC=CC=C1